N-[2-(4-methylpiperazin-1-yl)-5-[6-(trifluoromethyl)-1H-benzo[d]imidazol-2-yl]phenyl]-5-pyridazin-3-yl-pyrimidin-2-amine CN1CCN(CC1)C1=C(C=C(C=C1)C1=NC2=C(N1)C=C(C=C2)C(F)(F)F)NC2=NC=C(C=N2)C=2N=NC=CC2